8-amino-N-ethyl-4,4-dimethyl-N-(prop-2-yl)-4,5-dihydro-1H-pyrazolo[4,3-H]quinazoline-3-carboxamide trifluoroacetate FC(C(=O)O)(F)F.NC1=NC=2C3=C(C(CC2C=N1)(C)C)C(=NN3)C(=O)N(C(C)C)CC